N-((S)-(7-fluoro-5-((S)-2-methoxy-1-((S)-2-oxo-4-(trifluoromethyl)imidazolidin-1-yl)ethyl)benzo[d]-oxazol-2-yl)((1r,4S)-4-fluorocyclohexyl)methyl)-1-methyl-1H-pyrazole-5-carboxamide FC1=CC(=CC=2N=C(OC21)[C@@H](NC(=O)C2=CC=NN2C)C2CCC(CC2)F)[C@@H](COC)N2C(N[C@@H](C2)C(F)(F)F)=O